C(C)OC(=O)C=1NC=C(C1NCC1=CC(=CC(=C1)F)OC\C(=C\F)\CNC(=O)OC(C)(C)C)C.BrC1=CC=C(C=C1)C(C)=O 1-(4-bromophenyl)ethanone ethyl-(E)-3-((3-((2-(((tert-butoxycarbonyl)amino)methyl)-3-fluoroallyl)oxy)-5-fluorobenzyl)amino)-4-methyl-1H-pyrrole-2-carboxylate